4-(6-((4-cyano-2-fluorobenzyl)oxy)pyridin-2-yl)piperazine-1-carboxylic acid tert-butyl ester C(C)(C)(C)OC(=O)N1CCN(CC1)C1=NC(=CC=C1)OCC1=C(C=C(C=C1)C#N)F